tert-butyl 2-(dimethylcarbamoyl)-3-fluoro-4,6,7,8-tetrahydropyrazolo[1,5-a][1,4]diazepine-5-carboxylate CN(C(=O)C1=NN2C(CN(CCC2)C(=O)OC(C)(C)C)=C1F)C